4-(1-methyl-1H-pyrrolo[2,3-b]pyridin-4-yl)-7-((4-methyl-6-((3aS,6aS)-5-methylhexa-hydropyrrolo[3,4-b]pyrrol-1(2H)-yl)pyridin-2-yl)amino)-2,3-dihydro-1H-pyrrolo[3,4-c]pyridin-1-one CN1C=CC=2C1=NC=CC2C2=NC=C(C1=C2CNC1=O)NC1=NC(=CC(=C1)C)N1[C@H]2[C@@H](CC1)CN(C2)C